C(#N)[C@H](CC1=CC=C(C=C1)C=1C=C(C2=C(N(C(O2)=O)C)C1)C)NC(=O)[C@H]1OCCCNC1 (2S)-N-{(1S)-1-cyano-2-[4-(3,7-dimethyl-2-oxo-2,3-dihydro-1,3-benzoxazol-5-yl)phenyl]ethyl}-1,4-oxaazepane-2-carboxamide